BrC1=CN=C(N1C)C(=O)NC1=CC(=C(C(=O)N2CCC(CC2)C(=O)O)C=C1)Cl 1-[4-[(5-bromo-1-methyl-imidazole-2-carbonyl)amino]-2-chloro-benzoyl]piperidine-4-carboxylic acid